3-chloro-N-((2,4-difluoro-6-(methylcarbamoyl)phenyl)thiocarbamoyl)-5-(trifluoromethyl)picolinamide henicosyl-o-hydroxybenzoate C(CCCCCCCCCCCCCCCCCCCC)OC(C1=C(C=CC=C1)O)=O.ClC=1C(=NC=C(C1)C(F)(F)F)C(=O)NC(NC1=C(C=C(C=C1C(NC)=O)F)F)=S